(Z)-2-((diethoxyphosphoryl)imino)-2,3-dihydro-1H-imidazole-4-carboxylic acid ethyl ester C(C)OC(=O)C=1N\C(\NC1)=N/P(=O)(OCC)OCC